(E)-2-octenoic acid C(\C=C\CCCCC)(=O)O